ClC=1C(=NC(=NC1)NC1CCOCC1)C1=CC=2C(N(CCC2S1)C(C(=O)O)C)=O 2-(2-(5-Chloro-2-((tetrahydro-2H-pyran-4-yl)amino)pyrimidin-4-yl)-4-oxo-6,7-dihydrothieno[3,2-c]pyridin-5(4H)-yl)propanoic acid